3-(5-chloro-2-methylphenyl)-5-oxo-5-(piperidin-1-yl)pentanoic acid ClC=1C=CC(=C(C1)C(CC(=O)O)CC(N1CCCCC1)=O)C